2-chloro-4-[[4-[1-ethyl-4-(trifluoromethyl)imidazol-2-yl]-3-fluoro-phenyl]methoxy]pyrido[2,3-d]pyrimidine ClC=1N=C(C2=C(N1)N=CC=C2)OCC2=CC(=C(C=C2)C=2N(C=C(N2)C(F)(F)F)CC)F